The molecule is a linear tetrasaccharide comprising three successive D-galactosyl residues and a D-glucosyl residue at the reducing end joined by sequential alpha-(1->3)-, alpha-(1->4)- and beta-(1->4)-linkages. C([C@@H]1[C@@H]([C@@H]([C@H]([C@H](O1)O[C@H]2[C@H]([C@H](O[C@@H]([C@@H]2O)O[C@H]3[C@H](O[C@H]([C@@H]([C@H]3O)O)O[C@@H]4[C@H](OC([C@@H]([C@H]4O)O)O)CO)CO)CO)O)O)O)O)O